3-(methoxycarbonyl)-1H-indol COC(=O)C1=CNC2=CC=CC=C12